(3S)-1-[[4-(3-Cyanophenyl)-5-(2,6-dimethyl-4-pyridyl)thiazol-2-yl]carbamoyl]pyrrolidin C(#N)C=1C=C(C=CC1)C=1N=C(SC1C1=CC(=NC(=C1)C)C)NC(=O)N1CCCC1